tert-butyl 4-(3-(3,5-dichloro-4-(dimethylcarbamoyl)phenylamino)azetidin-1-yl)piperidine-1-carboxylate ClC=1C=C(C=C(C1C(N(C)C)=O)Cl)NC1CN(C1)C1CCN(CC1)C(=O)OC(C)(C)C